CC(CC=O)C=CCC(C)C 3,7-dimethyloct-4-enal